4-(5-(trifluoromethyl)pyridin-3-yl)aniline tert-butyl-(2S,4R)-4-((6-((5-(difluoromethoxy)-1H-pyrazol-3-yl)amino)pyrazin-2-yl)oxy)-2-methylpiperidine-1-carboxylate C(C)(C)(C)OC(=O)N1[C@H](C[C@@H](CC1)OC1=NC(=CN=C1)NC1=NNC(=C1)OC(F)F)C.FC(C=1C=C(C=NC1)C1=CC=C(N)C=C1)(F)F